O1CN(C=C1)C(=O)N Oxazole-3-carboxamide